IC1=C(C(=CC=C1)I)I 1,2,3-triiodobenzene